(6-(3,5-dimethylisoxazol-4-yl)quinazolin-4-yl)-N-methylpiperidine-4-carboxamide CC1=NOC(=C1C=1C=C2C(=NC=NC2=CC1)N1CCC(CC1)C(=O)NC)C